N-tert-butyl-2-[[2-(pyridin-2-yl)-5H,7H-furo[3,4-d]pyrimidin-4-yl]amino]acetamide C(C)(C)(C)NC(CNC=1C2=C(N=C(N1)C1=NC=CC=C1)COC2)=O